BrC=1C=2C3=C(NC2C(=C(C1)Cl)Cl)CCN(C3C)C(=O)C3=NC=C(C=N3)OC (9-bromo-6,7-dichloro-1-methyl-1,3,4,5-tetrahydro-2H-pyrido[4,3-b]indol-2-yl)(5-methoxypyrimidin-2-yl)methanone